COC[C@@H]1C[C@H](C1)NC1=NN2C(C=N1)=C(C=C2)C=2C=NC1=NC=CC=C1C2 N-(trans-3-(methoxymethyl)cyclobutyl)-5-(1,8-naphthyridin-3-yl)pyrrolo[2,1-f][1,2,4]triazin-2-amine